NC=1SC2=NC(=CC=C2N1)C1=CC=C(C=C1)NC(C)=O N-(4-(2-aminothiazolo[5,4-b]pyridin-5-yl)phenyl)acetamide